N1(CC1)[P@@]1(=NP(=N[P@@](=N1)(NC)N1CC1)(NC)NC)NC (4R,6S)-4,6-bis(aziridin-1-yl)-2-N,2-N',4-N,6-N-tetramethyl-1,3,5-triaza-2λ5,4λ5,6λ5-triphosphacyclohexa-1,3,5-triene-2,2,4,6-tetramine